butyl-(propyl)amine C(CCC)NCCC